3-((2-hexyldecanoyl)oxy)-2-(((4-(3-(hydroxymethyl)azetidin-1-yl)butanoyl)oxy)-methyl)propyl nonyl adipate C(CCCCC(=O)OCCCCCCCCC)(=O)OCC(COC(C(CCCCCCCC)CCCCCC)=O)COC(CCCN1CC(C1)CO)=O